((2R,5S)-5-phenylpyrrolidin-2-yl)methanol tert-butyl-1-[5-[[4-(3-chloro-4-cyano-phenoxy)cyclohexyl]carbamoyl]-1,3,4-thiadiazol-2-yl]piperidine-4-carboxylate C(C)(C)(C)C1N(CCC(C1)C(=O)OC[C@@H]1N[C@@H](CC1)C1=CC=CC=C1)C=1SC(=NN1)C(NC1CCC(CC1)OC1=CC(=C(C=C1)C#N)Cl)=O